1-(2-(4-fluorophenyl)-3-(2-(methylamino)pyridin-4-yl)-6,7-dihydropyrazolo[1,5-a]pyrazin-5(4H)-yl)ethan-1-one FC1=CC=C(C=C1)C1=NN2C(CN(CC2)C(C)=O)=C1C1=CC(=NC=C1)NC